P(=O)(OC(C(F)(F)F)(CC#C)CC#C)([O-])[O-] dipropargyl-2,2,2-trifluoroethyl phosphate